(6S,15S)-8,13-dibenzyl-2,19-dioxo-3,8,13,18-tetraazaicosane-6,15-diyl diacetate C(C)(=O)O[C@@H](CCNC(C)=O)CN(CCCCN(C[C@H](CCNC(C)=O)OC(C)=O)CC1=CC=CC=C1)CC1=CC=CC=C1